γ-acryloxypropylethyldiethoxysilane C(C=C)(=O)OCCC[Si](OCC)(OCC)CC